tri-ethanol ammonium [NH4+].C(C)O.C(C)O.C(C)O